C(C)N1N(C2=NC(=NC=C2C1=O)S(=O)(=O)C)C1=NC(=CC=C1)F 2-ethyl-1-(6-fluoropyridin-2-yl)-6-(methylsulfonyl)-1,2-dihydro-3H-pyrazolo[3,4-d]pyrimidin-3-one